CC1=NN(C(=C1)C(=O)OCC)C1CCOCC1 ethyl 3-methyl-1-(tetrahydro-2H-pyran-4-yl)-1H-pyrazole-5-carboxylate